3,5-dibromo-2-chloro-thiophene BrC1=C(SC(=C1)Br)Cl